1-(6-chloro-1-(tetrahydro-2H-pyran-2-yl)-1H-pyrazolo[4,3-C]pyridin-3-yl)-4-methylpyrrolidin-3-ol ClC1=CC2=C(C=N1)C(=NN2C2OCCCC2)N2CC(C(C2)C)O